3-chloro-5-(2-methoxy-6-methylphenyl)-1,5-dihydro-6H-pyrazolo[4,3-c]pyridazin-6-one ClC1=NNC=2C1=NN(C(C2)=O)C2=C(C=CC=C2C)OC